tert-butyl (3S,4R)-4-{[6-(dibenzylamino)-5-nitropyrimidin-4-yl] amino}-3-fluoropiperidine-1-carboxylate C(C1=CC=CC=C1)N(C1=C(C(=NC=N1)N[C@H]1[C@H](CN(CC1)C(=O)OC(C)(C)C)F)[N+](=O)[O-])CC1=CC=CC=C1